(S)-1-(2,3-dihydrobenzofuran-5-yl)-5-(5-(3,5-dimethylisoxazol-4-yl)-1-((1r,4S)-4-hydroxycyclohexyl)-1H-benzo[d]imidazol-2-yl)pyrrolidin-2-one O1CCC2=C1C=CC(=C2)N2C(CC[C@H]2C2=NC1=C(N2C2CCC(CC2)O)C=CC(=C1)C=1C(=NOC1C)C)=O